COC(C1=CC=C(C=C1)C1CCN(CC1)C([C@@H](NC(=O)OCC1=CC=C(C=C1)[N+](=O)[O-])[C@H](OCC1CCOCC1)C)=O)=O Methyl-4-(1-(N-(((4-nitrobenzyl)oxy)carbonyl)-O-((tetrahydro-2H-pyran-4-yl)methyl)-L-threonyl)piperidin-4-yl)benzoate